FC1=C(C=CC=C1)NC=1N=C2C(=NC1NC1=C(C=CC=C1)F)N(C(=N2)C(F)(F)F)C N5,N6-bis(2-fluorophenyl)-1-methyl-2-(trifluoromethyl)-imidazo[4,5-b]pyrazine-5,6-diamine